3-cyclopentyl-7-methylpyrimidino[4,5-d]pyrimidine-2,5(3H,6H)-dione C1(CCCC1)N1C(N=C2N=C(NC(C2=C1)=O)C)=O